6-((4-(difluoromethyl)piperidin-1-yl)methyl)-2-(3-(3-((4-methyl-4H-1,2,4-triazol-3-yl)methyl)oxetan-3-yl)phenyl)-4-(trifluoromethyl)isoindolin-1-one FC(C1CCN(CC1)CC1=CC(=C2CN(C(C2=C1)=O)C1=CC(=CC=C1)C1(COC1)CC1=NN=CN1C)C(F)(F)F)F